BrC=1C=C(C=CC1)C1(CC(C1)(F)F)C1=NN=CN1C 3-[1-(3-bromophenyl)-3,3-difluoro-cyclobutyl]-4-methyl-1,2,4-triazole